N1=C(C=CC=C1)N[C@H](C(=O)N1CC2=CC=C(C=C2CC1)C1=CC=C(C=C1)C(F)(F)F)C (S)-2-(pyridin-2-ylamino)-1-(6-(4-(trifluoromethyl)phenyl)-3,4-dihydroisoquinolin-2(1H)-yl)propan-1-one